FC1=C(C(=CC=C1)C)N1CCC(CC1)N1C(N(C=2C(C1)=CN(N2)C)CC=2N=NC=CC2OC(C)C)=O 5-[1-(2-fluoro-6-methyl-phenyl)-piperidin-4-yl]-7-(4-isopropoxy-pyridazin-3-ylmethyl)-2-methyl-2,4,5,7-tetrahydro-pyrazolo[3,4-d]pyrimidin-6-one